8-[(1-tert-Butoxycarbonyl-4-fluoro-piperidin-4-ylmethyl)-amino]-6-thiazol-5-yl-imidazo[1,2-a]pyrazine-2-carboxylic acid ethyl ester C(C)OC(=O)C=1N=C2N(C=C(N=C2NCC2(CCN(CC2)C(=O)OC(C)(C)C)F)C2=CN=CS2)C1